5-tert-butyl-N-[[4-[6-(4-formyl-2-methoxy-phenyl)pyrrolo[2,1-f][1,2,4]triazin-4-yl]-2-methyl-phenyl]methyl]-1,2,4-oxadiazole-3-carboxamide C(C)(C)(C)C1=NC(=NO1)C(=O)NCC1=C(C=C(C=C1)C1=NC=NN2C1=CC(=C2)C2=C(C=C(C=C2)C=O)OC)C